3-cyano-2-isopropylbenzamide C(#N)C=1C(=C(C(=O)N)C=CC1)C(C)C